1,2-Didecanoyl-sn-glycero-3-phosphocholine choline OCC[N+](C)(C)C.C(CCCCCCCCC)(=O)OC[C@@H](OC(CCCCCCCCC)=O)COP(=O)(O)OCC[N+](C)(C)C